1-(6-(2-methoxyphenyl)pyridazin-3-yl)-N-((6-methylpyridin-2-yl)methyl)piperidin-3-amine COC1=C(C=CC=C1)C1=CC=C(N=N1)N1CC(CCC1)NCC1=NC(=CC=C1)C